1-(2-acetamidophenyl)-1H-pyrrole-2,5-dione C(C)(=O)NC1=C(C=CC=C1)N1C(C=CC1=O)=O